C1(=CC=CC2=CC=CC=C12)S(=O)(=O)O Z-naphthalenesulfonic acid